C(C)N([C@@H]1[C@@H](CCC1)OC=1C(=C2CN(C(C2=CC1)=O)C1C(NC(CC1)=O)=O)F)CC 3-(5-(((1R,2S)-2-(diethylamino)cyclopentyl)oxy)-4-fluoro-1-oxoisoindolin-2-yl)piperidine-2,6-dione